(S)-azepan-3-ol N1C[C@H](CCCC1)O